FC1=C(C=CC=C1)C#CC(=O)O 3-(2-fluoro-phenyl)propiolic acid